3-(2,3-dihydroxypropylthio)-2-methyl-propylsulfonic acid OC(CSCC(CS(=O)(=O)O)C)CO